BrC=1C=C2N(N=CC(=C2N[C@@H]2C[C@@H](CC2)CN(C)C)C(=NC2=C(C=CC(=C2)F)Cl)N)C1 6-bromo-N'-(2-chloro-5-fluoro-phenyl)-4-[[cis-3-[(dimethylamino)methyl]cyclopentyl]amino]pyrrolo[1,2-b]pyridazine-3-carboxamidine